(±)-tert-butyl trans-4-(hydroxymethyl)-5-(4-methoxyphenyl)azepane-1-carboxylate OC[C@@H]1CCN(CC[C@H]1C1=CC=C(C=C1)OC)C(=O)OC(C)(C)C |r|